imidazo[4,5-d]thieno[3,2-b]pyridin-4-amine N1=CN=C2C1=C1C(N=C2N)=CCS1